FC=1C=C(C(=C2C=C(NC12)SCC1=CC=C(C=C1)OC)N1N=CC=N1)C(F)(F)F 7-fluoro-2-((4-methoxybenzyl)thio)-4-(2H-1,2,3-triazol-2-yl)-5-(trifluoromethyl)-1H-indole